tert-butyl 6-bromo-5-fluoro-3,4-dihydroisoquinoline-2(1H)-carboxylate BrC=1C(=C2CCN(CC2=CC1)C(=O)OC(C)(C)C)F